ClC1=C(C=C(C=C1)Cl)[N+]#N 2,5-dichlorobenzenediazonium